methyl α-carbonylethoxycinnamate C(=O)=C(C)OC(C(=O)OC)=CC1=CC=CC=C1